2-(Trifluoromethoxy)-5H-benzo[b]carbazole-6,11-dione FC(OC=1C=C2C=3C(C4=C(C(C3NC2=CC1)=O)C=CC=C4)=O)(F)F